1-(4-chloro-3-fluorophenyl)-2-chloroethanone ClC1=C(C=C(C=C1)C(CCl)=O)F